C12COCC(N1[C@H]1CCC3=C(CC1)C=C(C=C3)C=3C=C1C(=NC3)NN=C1C=1C=CC(=NC1)C1=C(C=CC=C1)C(C)(C)O)C2 2-[2-(5-{5-[(7S)-7-{3-Oxa-6-azabicyclo[3.1.1]heptan-6-yl}-6,7,8,9-tetrahydro-5H-benzo[7]annulen-2-yl]-1H-pyrazolo[3,4-b]pyridin-3-yl}pyridin-2-yl)phenyl]propan-2-ol